(S)-2-amino-3-(4-(5-phenyl-1,2,4-oxadiazol-3-yl)phenyl)propanoic acid N[C@H](C(=O)O)CC1=CC=C(C=C1)C1=NOC(=N1)C1=CC=CC=C1